ClC1(OC2=C(OC1)C=CC=C2N2CCNCC2)Cl 3,3-Dichloro-5-(piperazin-1-yl)-2,3-dihydro-1,4-benzodioxine